2-(5-cyanopyridin-2-yl)-3-oxobutanoic acid methyl ester COC(C(C(C)=O)C1=NC=C(C=C1)C#N)=O